N1(CCNCC1)C=1SC=C(N1)C#N 2-(Piperazin-1-yl)thiazole-4-carbonitrile